COC=1C2=C(N=CN1)N(C1=C2C=CN=C1)[C@H]1[C@H](O)[C@H](O)[C@H](O1)CO 4-Methoxy-9-(β-D-ribofuranosyl)-9H-pyrido[4',3':4,5]pyrrolo[2,3-d]pyrimidine